CN(C1=CC=C(C=N1)C1=CC(=NC=C1)N(C(=O)[C@@H]1CC[C@H](CC1)O)C[C@@H]1CC[C@H](CC1)C1=CC(=C(C=C1)OC)C)C trans-N-(6-(Dimethylamino)-[3,4'-bipyridin]-2'-yl)-4-hydroxy-N-((trans-4-(4-methoxy-3-methylphenyl)cyclohexyl)methyl)-cyclohexanecarboxamide